1-(4-(4-((2-fluoro-4-((2-(4-methylpiperazin-1-yl)pyridin-4-yl)oxy)phenyl)amino)-7H-pyrrolo[2,3-d]pyrimidin-5-yl)piperidin-1-yl)prop-2-en-1-one FC1=C(C=CC(=C1)OC1=CC(=NC=C1)N1CCN(CC1)C)NC=1C2=C(N=CN1)NC=C2C2CCN(CC2)C(C=C)=O